FC=1C=C(C=CC1)C=1OC(=C(N1)C(=O)NCCN1CCN(CC1)C)C1=C(C=CC=C1)[N+](=O)[O-] 2-(3-fluorophenyl)-N-(2-(4-methylpiperazin-1-yl)ethyl)-5-(2-nitrophenyl)Oxazole-4-carboxamide